FC(OC=1C=C(C=CC1)C1=NC=CC(=N1)C1=NC(=NO1)C1N(CCC1)C#N)(F)F (5-(2-(3-(Trifluoromethoxy)phenyl)pyrimidin-4-yl)-1,2,4-oxadiazol-3-yl)pyrrolidine-1-carbonitrile